O=S.[Nb] niobium (oxy)sulfide